N-(3-methoxy-4-methylphenyl)cyclohexane-1-carboxamide methyl-10-oxo-1,9-diazatricyclo[6.3.1.04,12]dodeca-2,4(12),5,7-tetraene-2-carboxylate COC(=O)C=1N2CC(NC3=CC=CC(C1)=C23)=O.COC=2C=C(C=CC2C)NC(=O)C2CCCCC2